(3R,4S)-4-fluoro-1-(3-methylbutanoyl)pyrrolidin F[C@H]1CCN(C1)C(CC(C)C)=O